C(C)OC(=O)C1CC(=C(C1)N)C(=O)OCC 4-Aminocyclopent-3-ene-1,3-dicarboxylic acid diethyl ester